p-aminobenzylalcohol C1=CC(=CC=C1CO)N